3-hydroxy-11-methyl-octadecanoic acid OC(CC(=O)O)CCCCCCCC(CCCCCCC)C